(2S)-4-oxopyrrolidine-1,2-dicarboxylic acid 1-tert-butyl 2-methyl ester COC(=O)[C@H]1N(CC(C1)=O)C(=O)OC(C)(C)C